5-hydroxy-2-phenyl-7-(thiophen-3-yl)-4H-chromen-4-one OC1=C2C(C=C(OC2=CC(=C1)C1=CSC=C1)C1=CC=CC=C1)=O